(R)-N1-(3-((5-(1-amino-8-azaspiro[4.5]decan-8-yl)imidazo[1,2-c]pyrimidin-8-yl)thio)-2-chlorophenyl)-N2,N2-di-methyloxalamide N[C@@H]1CCCC12CCN(CC2)C2=NC=C(C=1N2C=CN1)SC=1C(=C(C=CC1)NC(C(=O)N(C)C)=O)Cl